FC1=C(C(=CC=C1C=1C(=NN(C1)C)C(F)(F)F)O)N1CC(NS1(=O)=O)=O 5-(2-fluoro-6-hydroxy-3-(1-methyl-3-(trifluoromethyl)-1H-pyrazol-4-yl)phenyl)-1,2,5-thiadiazolidin-3-one 1,1-dioxide